1,3-dioxo-1,3-dihydro-2H-isoindole O=C1NC(C2=CC=CC=C12)=O